COC(=O)N1[C@H](CCC2=C3C(=CC=C12)N(C(=N3)C[C@@H](C(=O)O)C3=CC=CC=C3)C3CCOCC3)C (R)-3-((S)-6-(methoxycarbonyl)-7-methyl-3-(tetrahydro-2H-pyran-4-yl)-6,7,8,9-tetrahydro-3H-imidazo[4,5-f]quinolin-2-yl)-2-phenylpropanoic acid